1-(4-methoxyphenyl)-6-methylisoquinoline-1,5-diamine COC1=CC=C(C=C1)C1(NC=CC=2C(=C(C=CC12)C)N)N